C1(CC1)C1=CC(=NN1C1=CC=C(C=C1)CN1C2=NC(=NC=C2NC1=O)C1=C(C(=CC=C1)F)C(C)C)C(C)(C)O 9-([4-[5-cyclopropyl-3-(2-hydroxy-prop-2-yl)pyrazol-1-yl]phenyl]methyl)-2-(3-fluoro-2-isopropylphenyl)-7H-purin-8-one